(3R,5R)-5-(3-(3-(chlorodifluoromethoxy)-1-methyl-1H-pyrazole-5-carboxamido)-1H-pyrazol-5-yl)tetrahydrofuran-3-yl (1-methylcyclopropyl)carbamate CC1(CC1)NC(O[C@H]1CO[C@H](C1)C1=CC(=NN1)NC(=O)C1=CC(=NN1C)OC(F)(F)Cl)=O